N-(3-(1H-benzo[d]imidazol-2-yl)-1H-pyrazol-4-yl)-6,7,8,9-tetrahydropyrimido[5,4-B][1,4]oxazepin-4-amine N1C(=NC2=C1C=CC=C2)C2=NNC=C2NC2=NC=NC1=C2OCCCN1